ClC=1C2=C(C(N(C1)CC)=O)C(=CN2C)[N+](=O)[O-] 7-Chloro-5-ethyl-1-methyl-3-nitro-1H-pyrrolo[3,2-c]pyridin-4(5H)-one